perfluoro-tert-butyl alcohol magnesium salt [Mg].FC(C(C(F)(F)F)(C(F)(F)F)O)(F)F